tert-butyl (tert-butoxycarbonyl)(7-(2-hydroxyethyl)-5-(4,4,5,5-tetramethyl-1,3,2-dioxaborolan-2-yl)-7H-pyrrolo[2,3-d]pyrimidin-4-yl)carbamate C(C)(C)(C)OC(=O)N(C(OC(C)(C)C)=O)C=1C2=C(N=CN1)N(C=C2B2OC(C(O2)(C)C)(C)C)CCO